C[NH-] METHYLAMIDE